O=C1N(C=2C(=NC=C(C2)C2CCN(CC2)CC(F)(F)F)N1)C1CCN(CC1)C(=O)OC(C)(C)C tert-butyl 4-[2-oxo-6-[1-(2,2,2-trifluoroethyl)-4-piperidyl]-3H-imidazo[4,5-b]pyridin-1-yl]piperidine-1-carboxylate